5-bromo-N4-(2-methoxy-3-(1-methyl-1H-1,2,4-triazol-3-yl)phenyl)-3-nitropyridine-2,4-diamine BrC=1C(=C(C(=NC1)N)[N+](=O)[O-])NC1=C(C(=CC=C1)C1=NN(C=N1)C)OC